FC1=CC2=C(N=CS2)C=C1NC1=C2C(=NC=C1)SC(=C2)[C@H]2[C@H](NCCCC2)C 6-Fluoro-N-(2-((2R,3R)-2-methylazepan-3-yl)thieno[2,3-b]pyridin-4-yl)benzo[d]thiazol-5-amine